(1R*,2S*)-2-(Toluene-4-sulfonyl)-cyclopentanecarboxylic acid benzooxazol-5-ylmethyl-(4,4-difluoro-cyclohexyl)-amide O1C=NC2=C1C=CC(=C2)CN(C(=O)[C@@H]2[C@H](CCC2)S(=O)(=O)C2=CC=C(C)C=C2)C2CCC(CC2)(F)F |o1:13,14|